N1(CCC1)C=1C2=C(N=NC1C1=CC=C3C(C=CO3)=C1O)N(C=N2)[C@H]2CN(CCC2)C 5-[4-(azetidin-1-yl)-7-[(3R)-1-methyl-3-piperidyl]imidazo[4,5-c]pyridazin-3-yl]benzofuran-4-ol